2-((1S,3r)-3-(2-(1-((S)-2-(1,3,4-oxadiazol-2-yl)-5-oxa-2-azaspiro[3.4]octan-7-yl)piperidin-4-yl)-4-fluorophenoxy)cyclobutyl)propan-2-ol O1C(=NN=C1)N1CC2(C1)OC[C@H](C2)N2CCC(CC2)C2=C(OC1CC(C1)C(C)(C)O)C=CC(=C2)F